BrCCCCCCOC1=C(C(=CC=C1)OCCCCCCBr)C=1[Se]C(=CC1)Br (2,6-bis((6-bromohexyl)oxy)phenyl)-5-bromoselenophene